4-methyl-3-((1-phenyl-1H-benzo[d]imidazol-5-yl)ethynyl)-N-(4-(trifluoromethyl)pyridin-2-yl)benzamide CC1=C(C=C(C(=O)NC2=NC=CC(=C2)C(F)(F)F)C=C1)C#CC1=CC2=C(N(C=N2)C2=CC=CC=C2)C=C1